5-(4-((6-Morpholinopyridin-3-yl)methoxy)phenyl)-2-oxo-6-(trifluoromethyl)-1,2-dihydropyridin-3-carboxamide O1CCN(CC1)C1=CC=C(C=N1)COC1=CC=C(C=C1)C=1C=C(C(NC1C(F)(F)F)=O)C(=O)N